CC1=NON=C1C1=NC2=C(N1CC1=NC=CC=C1)C=CC=C2 3-methyl-4-[1-(pyridin-2-ylmethyl)benzoimidazol-2-yl]-1,2,5-oxadiazole